N,N-dimethyl-1-(nonyl-oxy)-3-[(9Z,12Z)-octadeca-9,12-dien-1-yloxy]propan-2-amine CN(C(COCCCCCCCCC)COCCCCCCCC\C=C/C\C=C/CCCCC)C